OC1(CCCCN1)O 6-hydroxy-6-hydroxypiperidine